C(C)(C)(C)OC(=O)N1C(=NC2=C1C=C(C(=C2OC(C)C)F)F)CN2C(C(=CC=C2)NC([C@H](CC\C=C\C(=O)N(C)C)NC(=O)OC)=O)=O tert-Butyl-(S,E)-2-((3-(7-(dimethylamino)-2-((methoxycarbonyl)amino)-7-oxohept-5-enamido)-2-oxopyridin-1(2H)-yl)methyl)-5,6-difluoro-4-isopropoxy-1H-benzo[d]imidazol-1-carboxylat